2-(2,4,6-triisopropylphenyl)-9-phenyl-1,10-phenanthroline C(C)(C)C1=C(C(=CC(=C1)C(C)C)C(C)C)C1=NC2=C3N=C(C=CC3=CC=C2C=C1)C1=CC=CC=C1